FC(N1N=CC(=C1)C=1C=CC=C(C1)O)F 5-(1-(difluoromethyl)-1H-pyrazol-4-yl)phenol